ClC1=C(C=C(C=C1)F)C(F)(F)F 2-chloro-5-fluorobenzotrifluoride